C(C)(C)(C)S(=O)(=O)C1=CC=C(C=C1)B1OC(C(O1)(C)C)(C)C 2-(4-(tert-butylsulfonyl)phenyl)-4,4,5,5-tetramethyl-1,3,2-dioxaborolane